NCC=1C=C(C=CC1)S(=O)(=O)C1CC(CN(C1)C1CCCCC1)C(=O)N1CCOCC1 (5-((3-(aminomethyl)phenyl)sulfonyl)-1-cyclohexylpiperidin-3-yl)(morpholino)methanone